4-(1-(5-carboxypyridin-2-yl)-5-hydroxy-3-methyl-1H-pyrazol-4-yl)pyridine 1-oxide C(=O)(O)C=1C=CC(=NC1)N1N=C(C(=C1O)C1=CC=[N+](C=C1)[O-])C